5-azauridine-5'-triphosphate P(O)(=O)(OP(=O)(O)OP(=O)(O)O)OC[C@@H]1[C@H]([C@H]([C@@H](O1)N1C(=O)NC(=O)N=C1)O)O